C(C)OC1=C(C=C(C=C1)S(=O)(=O)NC1CN(C1)CCCCO)C1=NN2C(C(N1)=O)=C(N=C2CCC)C 4-ethoxy-N-(1-(4-hydroxybutyl)azetidin-3-yl)-3-(5-methyl-4-oxo-7-propyl-3,4-dihydroimidazo[5,1-f][1,2,4]triazin-2-yl)benzenesulfonamide